C(C=C)(=O)N1C[C@H](C[C@@H]1COC)N1N=C(C(=C1NC)C(=O)N)C#CC1=CC2=C(N(C(=N2)C)C2CCC2)C=C1F 1-((3S,5R)-1-acryloyl-5-(methoxymethyl)pyrrolidin-3-yl)-3-((1-cyclobutyl-6-fluoro-2-methyl-1H-benzo[d]imidazol-5-yl)ethynyl)-5-(methylamino)-1H-pyrazole-4-carboxamide